2-(3-cyclopropyl-3,8-diazabicyclo[3.2.1]-octan-8-yl)-N-(4,4-difluorocyclohexyl)-benzo[d]thiazole-6-carboxamide C1(CC1)N1CC2CCC(C1)N2C=2SC1=C(N2)C=CC(=C1)C(=O)NC1CCC(CC1)(F)F